tert-butyl (cyclopropylmethyl)((3R)-1-(6-(1-(4-(6-(pyrrolidin-1-yl)pyrazin-2-yl)-1H-1,2,3-triazol-1-yl)ethyl)pyridazin-3-yl)piperidin-3-yl)carbamate C1(CC1)CN(C(OC(C)(C)C)=O)[C@H]1CN(CCC1)C=1N=NC(=CC1)C(C)N1N=NC(=C1)C1=NC(=CN=C1)N1CCCC1